[(1R)-1-[[4-(4-fluorophenyl)-2-methyl-2,8-diazaspiro[4.5]dec-8-yl]carbonyl]-2-methylpropyl]-1-methyl-1H-Indazole-3-carboxamide FC1=CC=C(C=C1)C1CN(CC12CCN(CC2)C(=O)[C@H](C(C)C)C2=C1C(=NN(C1=CC=C2)C)C(=O)N)C